CC=1C=NN(C1)C1=NC=CC(=N1)N1CCC(CC1)C(=O)N1OCC[C@H]1C=1C=NC(=CC1)C [1-[2-(4-methylpyrazol-1-yl)pyrimidin-4-yl]-4-piperidyl]-[(3S)-3-(6-methyl-3-pyridyl)isoxazolidin-2-yl]methanone